4-fluoro-3-(5-(oxazol-2-yl)pyridin-3-yl)phenyl cycloheptylcarbamate C1(CCCCCC1)NC(OC1=CC(=C(C=C1)F)C=1C=NC=C(C1)C=1OC=CN1)=O